BrC1=CC2=C(N(C(N2COCC[Si](C)(C)C)=O)COCC[Si](C)(C)C)C=C1 5-bromo-1,3-bis((2-(trimethylsilyl)ethoxy)methyl)-1H-benzo[d]imidazol-2(3H)-one